N-((1s,4s)-4-(4-amino-5-(3-methoxy-4-(6-methylpyridin-2-yloxy)phenyl)-7-methyl-7H-pyrrolo-[2,3-d]pyrimidin-6-yl)cyclohexyl)acrylamide NC=1C2=C(N=CN1)N(C(=C2C2=CC(=C(C=C2)OC2=NC(=CC=C2)C)OC)C2CCC(CC2)NC(C=C)=O)C